N1N=NC=C1C=O 1H-1,2,3-triazole-5-carbaldehyde